FC=1C=C(C=C(C1B1OC(C(O1)(C)C)(C)C)F)/C=C/C(=O)OCC Ethyl (E)-3-(3,5-difluoro-4-(4,4,5,5-tetramethyl-1,3,2-dioxaborolan-2-yl)phenyl)acrylate